N-β-(N-vinylbenzylamino)ethyl-aminopropylmethoxysilane C(=C)N(CCNCCC[SiH2]OC)CC1=CC=CC=C1